N12CCCC2(CC1)CO (1-azabicyclo[3.2.0]heptan-5-yl)methanol